S1C=C(C=C1)C(=CC(=O)OC)C1=C(C=CC(=C1)C)OCOC methyl 3-(3-thienyl)-3-(2-methoxymethoxy-5-methyl-phenyl)-acrylate